4,4'-biphenylcarbonitrile C1(=CC=C(C=C1)C1=CC=CC=C1)C#N